(2R,5S)-5-[2-(4-chloro-3-fluorophenoxy)acetamido]-N-(3-methoxyphenyl)piperidine ClC1=C(C=C(OCC(=O)N[C@H]2CCCN(C2)C2=CC(=CC=C2)OC)C=C1)F